O=C1CC2CC(C1C2)C(=O)OC methyl exo-6-oxo-bicyclo[2.2.1]heptane-2-carboxylate